NC1=NNC(=N1)C1=NN=C(O1)N 5-(3-amino-1H-1,2,4-triazole-5-yl)-1,3,4-oxadiazole-2-amine